BrC=1C=C(C(=NC1)OC)C(C)(C)O[Si](C)(C)C(C)(C)C 5-bromo-3-(2-(tert-butyldimethylsilyloxy)prop-2-yl)-2-methoxypyridine